N[C@@H](C(=O)N1CC2=CC=C(C=C2C1)CNS(=O)(=O)C)CC1=C(C=C(C=C1)Cl)Cl N-({2-[(2R)-2-amino-3-(2,4-dichlorophenyl)propanoyl]-2,3-dihydro-1H-isoindol-5-yl}methyl)methanesulfonamide